(2R,3R,4R,5S)-1-(2-fluoro-4-methoxyphenethyl)-2-(hydroxymethyl)piperidine-3,4,5-triol FC1=C(CCN2[C@@H]([C@H]([C@@H]([C@H](C2)O)O)O)CO)C=CC(=C1)OC